Cl.N1N=CN=C1 1,2,4-triazole hydrogen chloride